((4S,5S)-5-(2,4-dichlorophenyl)-2-phenyl-1,3-dioxolan-4-yl)methyl sulfamate S(N)(OC[C@@H]1OC(O[C@H]1C1=C(C=C(C=C1)Cl)Cl)C1=CC=CC=C1)(=O)=O